ClC1C(C)(C=CC=C1[N+](=O)[O-])[N+](=O)[O-] 2-chloro-1,3-dinitrotoluene